2-methoxyphenoxytetrahydrofuran-3,4-diyldiacetate COC1=C(OC(C(=O)[O-])C2C(COC2)CC(=O)[O-])C=CC=C1